4-((4-((4-Phenyl-2-(trifluoromethyl)thiazol-5-yl)oxy)pyridin-2-yl)amino)benzamide C1(=CC=CC=C1)C=1N=C(SC1OC1=CC(=NC=C1)NC1=CC=C(C(=O)N)C=C1)C(F)(F)F